(E)-1,2,3-triazole-4-carbaldehyde N1N=NC(=C1)C=O